5'-bromo-6'-((1S,3S)-3-((5-(difluoromethoxy)pyrimidin-2-yl)amino)cyclopentylamino)-2H-[1,3'-bipyridyl]-2-one BrC=1C=C(C=NC1N[C@@H]1C[C@H](CC1)NC1=NC=C(C=N1)OC(F)F)N1C(C=CC=C1)=O